CC1=CN=CC(=N1)CC(C(CO)O)O 4-(6-methylpyrazine-2-yl)-1,2,3-butanetriol